C(C(C)CCC[C@@H](C)[C@H]1CC[C@H]2[C@@H]3CCC4CCCC[C@]4(C)[C@H]3CC[C@]12C)OC1=C(C=C(C=C1)N)N cholest-anoxy-2,4-diaminobenzene